ClC=1C=CC(=C(C1)C1=NN(C=C1NC(=O)C=1C=NN2C1N=CC=C2)CCN2CC(CC2)(F)F)OC N-(3-(5-chloro-2-methoxyphenyl)-1-(2-(3,3-difluoropyrrolidin-1-yl)ethyl)-1H-pyrazol-4-yl)pyrazolo[1,5-a]pyrimidine-3-carboxamide